ClC1=CC=C(C=C1)C=1N(C(C2=C(N1)C(=NC=C2)C=2C=NC=CC2)=O)CC(CO)O (4-chlorophenyl)-3-(2,3-dihydroxypropyl)-8-(pyridin-3-yl)pyrido[3,4-d]pyrimidin-4(3H)-one